C(C)(C)(C)OC(=O)N1C[C@@H](C(CC1)(F)F)N (S)-3-amino-4,4-difluoropiperidine-1-carboxylic acid tert-butyl ester